C(C)(C)[Si](C=1C=CC=C2C=C(N=NC12)C1=C(C=C(C=C1C)C(F)(F)F)OCOC)(C(C)C)C(C)C Triisopropyl-[3-[2-(methoxymethoxy)-6-methyl-4-(trifluoromethyl)phenyl]cinnolin-8-yl]silane